(R)-4-(3-Aminoazepan-1-yl)-2-(4-fluorophenyl)phthalazin-1(2H)-one hydrochloride Cl.N[C@H]1CN(CCCC1)C1=NN(C(C2=CC=CC=C12)=O)C1=CC=C(C=C1)F